ClC1=CC=CC2=C1N(C(S2)=O)CC(=O)OCC Ethyl (4-chloro-2-oxo-1,3-benzothiazol-3(2H)-yl)acetate